[3-(3-fluoro-4-methoxy-phenyl)-1-bicyclo[1.1.1]pentyl]-N,N-dimethyl-methylamine FC=1C=C(C=CC1OC)C12CC(C1)(C2)CN(C)C